C1(=CC=CC=C1)[C@H]([C@H]1CNC2=C(N1)N=CC=C2)NCCC=2C(=NC=CC2)C#N [2-[[(R)-phenyl-[(3R)-1,2,3,4-tetrahydropyrido[2,3-b]pyrazin-3-yl]methyl]amino]ethyl]pyridine-2-carbonitrile